NCCCN(CCCN)C N-(3-aminopropyl)-N-methyl-propane-1,3-diamine